Cl.Cl.FC1=CC=C(C=N1)O[C@@H]1C[C@H](C1)N trans-3-[(6-Fluoropyridin-3-yl)oxy]cyclobutylamine dihydrochloride